N-((2-(4-((3-hydroxypropyl)sulfonyl)phenyl)thiazol-5-yl)methyl)-11-oxo-10,11-dihydrodibenzo[b,f][1,4]thiazepine-8-carboxamide 5,5-dioxide OCCCS(=O)(=O)C1=CC=C(C=C1)C=1SC(=CN1)CNC(=O)C1=CC2=C(S(C3=C(C(N2)=O)C=CC=C3)(=O)=O)C=C1